5-hydroxy-N-(6-(hydroxymethyl)pyridin-3-yl)-1-(pyridin-2-yl)-1H-pyrazole-3-carboxamide OC1=CC(=NN1C1=NC=CC=C1)C(=O)NC=1C=NC(=CC1)CO